CC(C)OC(=O)C=1C(C(=C(NC1C)C)C(=O)OC)C1=CC=CC2=NON=C21 4-(2,1,3-benzooxadiazol-4-yl)-2,6-dimethyl-1,4-dihydropyridine-3,5-dicarboxylic acid 3-methyl ester 5-propan-2-yl ester